C1(=CC=CC=C1)C(NC=1C=NC=C(C1)CC1=CC=CC=C1)C(=O)OC(C)(C)C 3-(1-phenyl-N-Bocmethylamino)-5-benzylpyridine